4'-fluoro-3-(4-(trimethylsilyl)-1H-1,2,3-triazol-1-yl)-[1,1'-biphenyl]-4-carbonitrile FC1=CC=C(C=C1)C1=CC(=C(C=C1)C#N)N1N=NC(=C1)[Si](C)(C)C